N-cyano-5-(4-((6-ethyl-5-oxo-4,5-dihydropyrazolo[1,5-a]pyrimidin-2-yl)methyl)piperazin-1-yl)-6-methylpicolinamide C(#N)NC(C1=NC(=C(C=C1)N1CCN(CC1)CC1=NN2C(NC(C(=C2)CC)=O)=C1)C)=O